N1CC(C1)OC1=NC=C(C2=CC(=NC=C12)Cl)C(C)(C)N=[N+]=[N-] 1-(azetidin-3-yloxy)-4-(2-azidopropan-2-yl)-6-chloro-2,7-naphthyridine